3-(5-bromo-2-[2-[(1S)-1-methoxyethyl]pyridin-3-yl]-1H-indol-3-yl)-2,2-dimethylpropanoic acid BrC=1C=C2C(=C(NC2=CC1)C=1C(=NC=CC1)[C@H](C)OC)CC(C(=O)O)(C)C